(E)-8-bromooctanoate BrCCCCCCCC(=O)[O-]